methyl (S)-(1-(5-(6-(3-cyanopyrrolo[1,2-b]pyridazin-7-yl)-4-(isopropylamino)pyridin-3-yl)-1,3,4-thiadiazole-2-carbonyl)pyrrolidin-3-yl)carbamate C(#N)C1=CC=2N(N=C1)C(=CC2)C2=CC(=C(C=N2)C2=NN=C(S2)C(=O)N2C[C@H](CC2)NC(OC)=O)NC(C)C